N-(2-((2-(dimethylamino)ethyl)(methyl)amino)-5-((4-(4-fluoro-1-methyl-1H-indol-3-yl)-7H-pyrrolo[2,3-d]pyrimidin-2-yl)amino)phenyl)acetamide CN(CCN(C1=C(C=C(C=C1)NC=1N=C(C2=C(N1)NC=C2)C2=CN(C1=CC=CC(=C21)F)C)NC(C)=O)C)C